tert-butyl 3-(1-methylpyrazol-3-yl)-3,6-diazabicyclo[3.1.1]heptane-6-carboxylate CN1N=C(C=C1)N1CC2N(C(C1)C2)C(=O)OC(C)(C)C